1-(4-((3-(4-phenoxyphenyl)-1H-pyrazolo[3,4-d]pyrimidin-1-yl)methyl)piperidin-1-yl)but-2-yn-1-one O(C1=CC=CC=C1)C1=CC=C(C=C1)C1=NN(C2=NC=NC=C21)CC2CCN(CC2)C(C#CC)=O